Ethyl (5-(2-fluoro-5-((5-fluoro-4-oxo-3,4-dihydrophthalazin-1-yl)methyl)phenyl)-1H-benzoimidazol-2-yl)carbamate FC1=C(C=C(C=C1)CC1=NNC(C2=C(C=CC=C12)F)=O)C1=CC2=C(NC(=N2)NC(OCC)=O)C=C1